7-chloro-2-methyl-1-(methyl-d3)-5-phenyl-1,5-dihydro-4H-imidazo[4,5-c]quinolin-4-one ClC=1C=CC=2C3=C(C(N(C2C1)C1=CC=CC=C1)=O)N=C(N3C([2H])([2H])[2H])C